(S)-5-fluoro-3-((R)-5-isopropyl-3-(isoquinolin-1-yl)-4,5-dihydroisoOxazole-5-carboxamido)-4-oxopentanoic acid phenyl ester C1(=CC=CC=C1)OC(C[C@@H](C(CF)=O)NC(=O)[C@@]1(CC(=NO1)C1=NC=CC2=CC=CC=C12)C(C)C)=O